3-methyleneisoindoline C=C1NCC2=CC=CC=C12